1-(3-methoxypropyl)-3-methyl-N-(7-methyl-[1,2,4]triazolo[1,5-a]pyridin-6-yl)-1H-pyrazolo[3,4-d]pyrimidin-6-amine COCCCN1N=C(C=2C1=NC(=NC2)NC=2C(=CC=1N(C2)N=CN1)C)C